CC1=NOC(=C1C1=CC=C2C(=N1)NC=C2C2=NC(=NC=C2C(F)(F)F)N[C@@H]2[C@H](CCC2)NCCF)C (1S,2S)-N1-[4-[6-(3,5-dimethylisoxazol-4-yl)-1H-pyrrolo[2,3-b]pyridin-3-yl]-5-(trifluoromethyl)pyrimidin-2-yl]-N2-(2-fluoroethyl)cyclopentane-1,2-diamine